ClC=1N=C2C(=C(C(N(C2=CC1)C)=O)C#N)N1C[C@@H]([C@@H](CC1)NC1=C(C=C(C=C1)Cl)C)C 6-chloro-4-[(3S,4R)-4-(4-chloro-2-methyl-anilino)-3-methyl-1-piperidyl]-1-methyl-2-oxo-1,5-naphthyridine-3-carbonitrile